C(C)(C)(C)OC[C@@H](\C=C\S(=O)(=O)C)NC(=O)C=1C(=NC(=NC1)C(C)(F)F)OC1=CC=CC=C1 (R,E)-N-(1-(tert-butoxy)-4-(methylsulfonyl)but-3-en-2-yl)-2-(1,1-difluoroethyl)-4-phenoxypyrimidine-5-carboxamide